COC1=C2CN(C(C2=CC=C1N1CCC(CC1)CN1CCN(CC1)CC1CCN(CC1)C1=NC=NC(=C1)C1=NNC2=CC=C(C=C12)OC1(CC1)C)=O)C1C(NC(CC1)=O)=O 3-[4-methoxy-5-[4-[[4-[[1-[6-[5-(1-methylcyclopropoxy)-1H-indazol-3-yl]pyrimidin-4-yl]-4-piperidyl]methyl]piperazin-1-yl]methyl]-1-piperidyl]-1-oxo-isoindolin-2-yl]piperidine-2,6-dione